1,3-dimethyl-N-(5-(5-methyl-1,2,4-oxadiazol-3-yl)-2,3-dihydro-1H-inden-1-yl)-1H-pyrazole-4-carboxamide CN1N=C(C(=C1)C(=O)NC1CCC2=CC(=CC=C12)C1=NOC(=N1)C)C